Br[C@@H](C(=O)O)CCOC1CCCCC1 (R)-2-bromo-4-(cyclohexyloxy)butyric acid